3-isopropyl-5-methylphenyl-N,N-dimethylcarbamate C(C)(C)C=1C=C(C=C(C1)C)CN(C([O-])=O)C